FC=1C(=C(C(=C2C(=C(C(=C(C12)F)[B-](C1=C(C2=C(C(=C(C(=C2C(=C1F)F)F)F)F)F)F)(C1=C(C2=C(C(=C(C(=C2C(=C1F)F)F)F)F)F)F)C1=C(C2=C(C(=C(C(=C2C(=C1F)F)F)F)F)F)F)F)F)F)F)F.C[NH+](C1=CC=CC=C1)C N,N-dimethylanilinium [tetrakis(heptafluoronaphthalen-2-yl)borate]